BrC1=C2CCN([C@@H](C2=C(C=C1)OCC=1N=NN(C1)C(C)C)CN1CC2(CC2)CC1=O)C(=O)C1CCCCC1 (1S,2R)-2-((S)-5-Bromo-8-((1-isopropyl-1H-1,2,3-triazol-4-yl)methoxy)-1-((6-oxo-5-azaspiro[2.4]heptan-5-yl)methyl)-1,2,3,4-tetrahydroisochinolin-2-carbonyl)cyclohexan